C=CC(C=C)O 1,4-pentadien-3-ol